N1(CCSCC1)CCC(=O)N 3-(thiomorpholin-4-yl)propanamide